2-Oxo-2-[rac-(2R,5S)-2-(1-isopropylindazol-5-yl)-5-methyl-1-piperidyl]acetamide 2,2,2-Trifluoroethyl-2-oxo-2-[rac-(2R,5S)-2-(1-isopropylindazol-5-yl)-5-methyl-1-piperidyl]acetate FC(COC(C(N1[C@H](CC[C@@H](C1)C)C=1C=C2C=NN(C2=CC1)C(C)C)=O)=O)(F)F.O=C(C(=O)N)N1[C@H](CC[C@@H](C1)C)C=1C=C2C=NN(C2=CC1)C(C)C |r|